3-Methyl-3-cyclohexen-1-one CC=1CC(CCC1)=O